methyl 3-(3-ethoxy-3-oxopropanamido)picolinate C(C)OC(CC(=O)NC=1C(=NC=CC1)C(=O)OC)=O